CN(C1=C2C=CC=C(C2=CC=C1)S(=O)(=O)NN(C(=O)C12CC3CC(CC(C1)C3)C2)CCCC)C adamantane-1-carboxylic acid-5-dimethylamino-naphthalene-1-sulfonylamino-butyl-amide